(4-(8-(hydroxyamino)-8-oxooctanoylamino)phenoxy)acetic acid ONC(CCCCCCC(=O)NC1=CC=C(OCC(=O)O)C=C1)=O